methyl 2-((6-amino-4-bromopyridin-3-yl)oxy)-6-chlorobenzoate NC1=CC(=C(C=N1)OC1=C(C(=O)OC)C(=CC=C1)Cl)Br